C(C)(C)N(C1=CC2=C(C(=N1)COC(NC)=O)CN(C2=O)C2=NC(=CC=C2)C2=NN=CN2C2=CC=C(C=C2)C)C ((6-(isopropyl(methyl)amino)-1-oxo-2-(6-(4-(p-tolyl)-4H-1,2,4-triazol-3-yl)pyridin-2-yl)-2,3-dihydro-1H-pyrrolo[3,4-c]pyridin-4-yl)methyl)(methyl)carbamate